CN1N=C(C=C1C)NC1=NC=C(C(=N1)C1=CNC2=C(C=CC=C12)NC(CN1C[C@H](CC1)OC1=NN(C=C1)C)=O)C (S)-N-(3-(2-((1,5-dimethyl-1H-pyrazol-3-yl)amino)-5-methylpyrimidin-4-yl)-1H-indol-7-yl)-2-(3-((1-methyl-1H-pyrazol-3-yl)oxy)pyrrolidin-1-yl)acetamide